FC=1C=C(C=CC1)N1N=C(C=C(C1=O)C(=O)N[C@@H](C)C(C)(C)O)C=1C=NC(=CC1)C(F)(F)F 2-(3-Fluorophenyl)-N-[(2S)-3-hydroxy-3-methylbutan-2-yl]-3-oxo-6-[6-(trifluoromethyl)pyridin-3-yl]-2,3-dihydropyridazine-4-carboxamide